3,4-dimethoxyphenylbutanenitrile COC=1C=C(C=CC1OC)C(C#N)CC